2,2-dimethyl-1,3-butanediol CC(CO)(C(C)O)C